2-tert-butyl-9,10-di-n-butoxyanthracene C(C)(C)(C)C1=CC2=C(C3=CC=CC=C3C(=C2C=C1)OCCCC)OCCCC